2,5-bis[(4-(dimethylamino)phenyl)methylene]cyclopentanone CN(C1=CC=C(C=C1)C=C1C(C(CC1)=CC1=CC=C(C=C1)N(C)C)=O)C